BrC=1C=C(C=CC1)C1=NC(=NC(=N1)C=1C=CC2=C(OC3=C2C=CC=C3)C1)C1=CC=CC=C1 2-(3-bromophenyl)-4-(dibenzo[b,d]furan-3-yl)-6-phenyl-1,3,5-triazine